2-((2-chloropyridin-3-yl)oxy)-1-(4-(5-(trifluoromethyl)-1,2,4-oxadiazol-3-yl)phenyl)ethan-1-one ClC1=NC=CC=C1OCC(=O)C1=CC=C(C=C1)C1=NOC(=N1)C(F)(F)F